3-(4-methylbenzyl)dihydrofuran-2,5-dione CC1=CC=C(CC2C(OC(C2)=O)=O)C=C1